C(#N)NC(=N)N1CCN(CCC1)C(NC#N)=N N1,N4-dicyano-1,4-diazepane-1,4-bis(carboximidamide)